NC1=NC=NN2C1=C(C=C2C=2C=C(C(=C(C(=O)N[C@@H]1CN(C[C@@H]1F)C(=O)C1CC(C1)(F)F)C2)OC)F)C(F)(F)F 5-[4-amino-5-(trifluoromethyl)pyrrolo[2,1-f][1,2,4]triazin-7-yl]-N-[(3R,4S)-1-(3,3-difluorocyclobutanecarbonyl)-4-fluoropyrrolidin-3-yl]-3-fluoro-2-methoxybenzamide